ClC=1C=C2C(=CC1)NC(C21CCN(CC1)CCOC=1C=C2CCN3C(C2=CC1)CNC3=O)=O 5-chloro-1'-[2-({3-oxo-1H,2H,3H,5H,6H,10bH-imidazo[4,3-a]isoquinolin-8-yl}oxy)ethyl]-1,2-dihydrospiro[indole-3,4'-piperidin]-2-one